4-(4-(bis(4-fluorophenyl)methyl)piperazin-1-yl)-6-bromo-1-methyl-2-oxo-1,2-dihydro-1,5-naphthyridine FC1=CC=C(C=C1)C(N1CCN(CC1)C1=CC(N(C2=CC=C(N=C12)Br)C)=O)C1=CC=C(C=C1)F